(S)-6-(((1-(6-aminopyridin-3-yl)piperidin-3-yl)((2-methoxypyridin-4-yl)methyl)amino)methyl)-9,10-difluoro-2,2-dimethyl-2H-[1,4]oxazino[2,3,4-ij]quinolin-7(3H)-one NC1=CC=C(C=N1)N1C[C@H](CCC1)N(CC1=CC(=NC=C1)OC)CC1=CN2C3=C(C(=C(C=C3C1=O)F)F)OC(C2)(C)C